triphenylmonomethyl-phosphonium bromide [Br-].C1(=CC=CC=C1)[P+](C)(C1=CC=CC=C1)C1=CC=CC=C1